6-mercaptonicotinic acid SC1=NC=C(C(=O)O)C=C1